(2,4-dichlorophenyl)methanethiol ClC1=C(C=CC(=C1)Cl)CS